1,1'-bis[2-sulfonatopropyl]-4,4'-bipyridinium S(=O)(=O)([O-])C(C[N+]1=CC=C(C=C1)C1=CC=[N+](C=C1)CC(C)S(=O)(=O)[O-])C